C(C)(C)(C)OC(=O)N1CC2(CC1)NCCCC2 tert-butyl-2,6-diazaspiro[4.5]decane-2-carboxylate